4-(cyclopropylamino)-5-[5-(piperazin-1-yl)-1,3,4-thiadiazol-2-yl]Pyridine C1(CC1)NC1=CC=NC=C1C=1SC(=NN1)N1CCNCC1